N-(4-(2-isopropoxypropan-2-yl)thiazol-2-yl)-1-(3-phenylpropyl)-1H-pyrrole-2-carboxamide C(C)(C)OC(C)(C)C=1N=C(SC1)NC(=O)C=1N(C=CC1)CCCC1=CC=CC=C1